ClC=1C=CC=2N(C3=CC=C(C=C3C2C1)NCC1=CC(=C(C=C1)Cl)Cl)CCNC(=N)N 1-(2-(3-Chloro-6-(3,4-dichlorobenzylamino)-9H-carbazol-9-yl)ethyl)guanidine